ClC1=CC(=C(C=N1)NC1CCOCC1)I 6-chloro-4-iodo-N-(tetrahydro-2H-pyran-4-yl)pyridin-3-amine